CN(C1=C(C=CC=C1)C1(CC=CC=C1)CS(=O)(=O)N(C)C1=CC=C(C=C1)N1C2=C(NC(CC1=O)=O)C1=CC=CC=C1C=C2)C 1-(2-dimethylaminophenyl)-N-[4-(2,4-dioxo-1,2,3,4-tetrahydronaphtho[1,2-b][1,4]diazepine-5-yl)phenyl]phenyl-N-methylmethanesulfonamide